pyrazolo[1,5-a]-pyrimidine-7-amine N1=CC=C2N1C(=CC=N2)N